ClC=1C(=C2C=NNC2=C(C1F)N1CCCC1)C=1N=CC=2N(C1)C=C(N2)NC(=O)C2C(C2)F N-(6-(5-chloro-6-fluoro-7-(pyrrolidin-1-yl)-1H-indazol-4-yl)imidazo[1,2-a]pyrazin-2-yl)-2-fluorocyclopropane-1-carboxamide